COC=1C(=C2C=CNC2=C(C1)C)CN1[C@@H](CC2(CC(C2)C#N)CC1)C1=CC=C(C=C1)C(=O)N1CC(N(CC1)C)=O (2R,4r,6S)-7-((5-methoxy-7-methyl-1H-indol-4-yl)methyl)-6-(4-(4-methyl-3-oxopiperazine-1-carbonyl)phenyl)-7-azaspiro[3.5]nonane-2-carbonitrile